2,2'-methylenebis(4-tert-octyl-6-(benzotriazolyl)phenol) C(C1=C(C(=CC(=C1)C(C)(C)CC(C)(C)C)C1=CC=CC=2NN=NC21)O)C2=C(C(=CC(=C2)C(C)(C)CC(C)(C)C)C2=CC=CC=1NN=NC12)O